ClC1=NC=C(C(=N1)C1=CC=C2CNC(C2=C1)=O)C 6-(2-chloro-5-methylpyrimidin-4-yl)-2,3-dihydro-1H-isoindol-1-one